1-[6-chloro-5-(difluoromethyl)-2-pyridyl]-N-(6-methylpyridazin-3-yl)benzimidazol-5-amine ClC1=C(C=CC(=N1)N1C=NC2=C1C=CC(=C2)NC=2N=NC(=CC2)C)C(F)F